C12(CC3CC(CC(C1)C3)C2)C=2C=CC(=C(C=NNC3=CC(=CC=C3)F)C2)O 2-(5-(adamantan-1-yl)-2-hydroxybenzylidene)-N-(3-fluorophenyl)hydrazine